FC1=CC=C2C=NC(=NC2=C1C=1C=C(C=CC1)NC(C=C)=O)NC1=CC=C(C=C1)N1CCOCC1 N-(3-(7-fluoro-2-((4-morpholinylphenyl)amino)quinazolin-8-yl)phenyl)acrylamide